ClC1=CC=C(C=N1)OCCN1CCN(CC1)C 1-[2-[(6-chloro-3-pyridyl)oxy]ethyl]-4-methyl-piperazine